(2r,3s)-3-(methylsulfonylmethyl)-2-methylazetidine trifluoroacetate FC(C(=O)O)(F)F.CS(=O)(=O)C[C@@H]1[C@H](NC1)C